ClC1=NC=C(C(=N1)C1=CC2=C(N=CC=3CC(NC(C23)([2H])[2H])(C)C)C(=C1)F)F 9-(2-chloro-5-fluoropyrimidin-4-yl)-7-fluoro-3,3-dimethyl-1,2,3,4-tetrahydrobenzo[c][2,6]naphthyridine-1,1-d2